NN1C(=NN=C1C1=CC=NC=C1)S 4-amino-5-(4-pyridyl)-4H-1,2,4-triazole-3-thiol